NC1=NC(N(C=C1)CC1CC(C1)(F)F)=O 4-amino-1-[(3,3-difluorocyclobutyl)methyl]pyrimidin-2-one